tert-butyl N-methyl-N-(2-methyl-5,6-dihydro-4H-cyclopenta[b]thiophen-5-yl)carbamate CN(C(OC(C)(C)C)=O)C1CC2=C(SC(=C2)C)C1